FC1=CC2=C(N(C(=N2)NC=2OC3=C(N2)C=C(C=C3)CN3CC(C3)OC)C)C=C1 N-(5-fluoro-1-methyl-1H-benzo[d]imidazol-2-yl)-5-((3-methoxyazetidin-1-yl)methyl)benzo[d]oxazol-2-amine